tridecyl 3-hydroxybenzoate OC=1C=C(C(=O)OCCCCCCCCCCCCC)C=CC1